N[C@@H](C(=O)N1CC2=CC=C(C=C2C1)C1=NN(C=C1)C)CC1=C(C=C(C=C1)Cl)Cl (R)-2-amino-3-(2,4-dichlorophenyl)-1-(5-(1-methyl-1H-pyrazol-3-yl)isoindolin-2-yl)propan-1-one